methyl-isoxazole formate C(=O)O.CC1=NOC=C1